5-chloro-2-(difluoromethyl)-N-((1r,4r)-4-((2-oxo-1-(quinolin-6-yl)-1H-imidazo[4,5-b]pyridin-3(2H)-yl)methyl)cyclohexyl)nicotinamide ClC=1C=NC(=C(C(=O)NC2CCC(CC2)CN2C(N(C=3C2=NC=CC3)C=3C=C2C=CC=NC2=CC3)=O)C1)C(F)F